3-(3-(dimethylamino)propoxy)-6-methylpyrimidin CN(CCCON1CN=C(C=C1)C)C